(5-(1-Azidoethyl)-7-(4-(trifluoromethoxy)phenyl)-2,3-dihydrobenzofuran-4-yl)methanol N(=[N+]=[N-])C(C)C=1C=C(C2=C(CCO2)C1CO)C1=CC=C(C=C1)OC(F)(F)F